(R)-6-(6-(difluoromethyl)imidazo[1,2-a]pyrazin-3-yl)-N-(piperidin-3-yl)pyridin-2-amine FC(C=1N=CC=2N(C1)C(=CN2)C2=CC=CC(=N2)N[C@H]2CNCCC2)F